C=1N=CN2C1C1=CC=CC=C1C2C2C(C=1C=CC(=CC1CC2)S(=O)(=O)N)=O 6-(5H-imidazo[5,1-a]isoindol-5-yl)-5-oxo-5,6,7,8-tetrahydronaphthalene-2-sulfonamide